FC1=C(C(=C(C(=C1C=1C(=CC=CC1)C1=CC=CC=C1)F)F)F)F pentafluoroterphenyl